C1=C[C@H]([C@@](C=C1)(C(=O)O)O)O The molecule is a cis-1,6-dihydroxycyclohexa-2,4-dienecarboxylic acid. It is a conjugate acid of a (1S,6R)-1,6-dihydroxycyclohexa-2,4-diene-1-carboxylate. It is an enantiomer of a (1R,6S)-1,6-dihydroxycyclohexa-2,4-dienecarboxylic acid.